tert-butyl 4-[2-[3-(2,4-dioxohexahydropyrimidin-1-yl)imidazo[1,2-a]pyridin-8-yl] ethynyl]piperidine-1-carboxylate O=C1N(CCC(N1)=O)C1=CN=C2N1C=CC=C2C#CC2CCN(CC2)C(=O)OC(C)(C)C